FC1=CN=C2C[C@@H](CNC2=C1)[C@@H](C1=CC=CC=C1)CCC1=C(C=CC(=C1)C)CCC(=O)O 3-(2-{[(S)-[(3R)-7-fluoro-1,2,3,4-tetrahydro-1,5-naphthyridin-3-yl](phenyl)methyl]ethyl}-4-methylphenyl)propanoic acid